Methyl 4-[(1S)-1-[[1-[4-(2-cyclohexylethoxy)phenyl]cyclopentanecarbonyl]-methyl-amino]ethyl]benzoate C1(CCCCC1)CCOC1=CC=C(C=C1)C1(CCCC1)C(=O)N([C@@H](C)C1=CC=C(C(=O)OC)C=C1)C